2-(4-fluoro-2,6-diisopropylphenyl)-N-(5-(2-methoxypropan-2-yl)thiazol-2-ylsulfonyl)acetamide FC1=CC(=C(C(=C1)C(C)C)CC(=O)NS(=O)(=O)C=1SC(=CN1)C(C)(C)OC)C(C)C